COC1=CC=C(C=C1)NC(=O)NC1=CC=C(C=C1)OC 1,3-di(4-methoxyphenyl)urea